NC1=C(C=C(C=N1)C1=CC=C(C=C1)C(=O)N1C[C@H](CC1)N(C)C)OCC1=C(C=CC=C1Cl)Cl {4-[6-amino-5-(2,6-dichloro-benzyloxy)-pyridin-3-yl]-phenyl}-[(3S)-3-dimethylamino-pyrrolidin-1-yl]-methanone